2-(1-[7-methyl-3-(piperidin-1-yl)quinoxalin-5-yl]ethylamino)benzoic acid CC1=CC(=C2N=C(C=NC2=C1)N1CCCCC1)C(C)NC1=C(C(=O)O)C=CC=C1